(+)-(1S)-camphorsulfonate [C@]12(C(=O)CC(CC1)C2(C)C)CS(=O)(=O)[O-]